1-(1H-thieno[2,3-c]pyrazol-4-yl)-5-(trifluoromethyl)-N-(2-(trifluoromethyl)pyridin-4-yl)-1H-pyrazole-4-carboxamide N1N=CC2=C1SC=C2N2N=CC(=C2C(F)(F)F)C(=O)NC2=CC(=NC=C2)C(F)(F)F